C(C1=CC=CC=C1)SCCCCCCO 6-(benzylthio)hexanol